CCC(CC)OOC(CCCCCCCC(CCCCCCCC(=O)OOC(CC)CC)NC1CCOCC1)=O 9-((tetrahydro-2H-pyran-4-yl)amino)heptadecanedioic acid bis(3-pentyloxy) ester